C1=CC=CC=2C3=CC=CC=C3N(C12)C=1C=C(C=CC1)C1=NC=NC(=C1)C1=CC(=CC=C1)N1C2=CC=CC=C2C=2C=CC=CC12 4,6-Bis[3-(9H-carbazol-9-yl)phenyl]pyrimidine